(4-((4-(dimethylamino)phenyl)diazenyl)phenyl)methyl alcohol CN(C1=CC=C(C=C1)N=NC1=CC=C(C=C1)CO)C